2-ethoxy-4-(1-methyl-1H-pyrazol-5-yl)aniline C(C)OC1=C(N)C=CC(=C1)C1=CC=NN1C